N-[(2S)-1-({(1S)-1-cyano-2-[(3S)-2-oxopyrrolidin-3-yl]ethyl}amino)-4-methyl-1-oxopentan-2-yl]-4-methoxy-3,7-bis(trifluoromethyl)-1H-indole-2-carboxamide C(#N)[C@H](C[C@H]1C(NCC1)=O)NC([C@H](CC(C)C)NC(=O)C=1NC2=C(C=CC(=C2C1C(F)(F)F)OC)C(F)(F)F)=O